[6-[3-(1-hydroxycyclopropyl)-1H-1,2,4-triazol-5-yl]-2-azaspiro[3.3]heptan-2-yl]-[6-[[3-(trifluoromethyl)-1H-pyrazol-5-yl]methyl]-2-azaspiro[3.3]heptan-2-yl]methanone OC1(CC1)C1=NNC(=N1)C1CC2(CN(C2)C(=O)N2CC3(C2)CC(C3)CC3=CC(=NN3)C(F)(F)F)C1